FC(C=1C=C(C(=O)NC)C=CC1[N+](=O)[O-])F 3-(difluoromethyl)-N-methyl-4-nitrobenzamide